2-(2,6-dioxopiperidin-3-yl)-5-fluoro-3-oxoisoindoline-4-carbonitrile O=C1NC(CCC1N1CC=2C=CC(=C(C2C1=O)C#N)F)=O